C1(CCCCC1)(N)N (1s,2s)-cyclohexanediamine